2-(4-methyl-Hexyl)-8-methyl-undecanol CC(CCCC(CO)CCCCCC(CCC)C)CC